2-[(2,6-difluorophenyl)methyl]-7-(4-fluorophenyl)-8-[2-(trifluoromethyl)pyridin-4-yl]-[1,2,4]triazolo[1,5-c]pyrimidin-5-amine FC1=C(C(=CC=C1)F)CC1=NN2C(=NC(=C(C2=N1)C1=CC(=NC=C1)C(F)(F)F)C1=CC=C(C=C1)F)N